C(C)(C)(C)OC(NCC1=CC(=CC=C1)OCCOC)=O 3-(2-methoxyethoxy)benzylcarbamic acid tert-butyl ester